OC(CCCCCCCC(=O)O)C=CC(CCCCCCO)O 9,12,18-Trihydroxyoctadeca-10-enoic acid